C(C1=CC=CC=C1)OC(=O)N[C@H](C(=O)O)C1C[C@H]2C[C@H]2C1 (S)-2-(((benzyloxy)carbonyl)amino)-2-((1R,3S,5S)-bicyclo[3.1.0]hexan-3-yl)acetic acid